N-(2-(pyrrolidin-1-yl)ethyl)-4-(3,8,10,11-tetrahydropyrano[3,4-c]pyrazolo[4,3-f]quinolin-7-yl)benzamide N1(CCCC1)CCNC(C1=CC=C(C=C1)C1=NC2=CC=C3C(=C2C2=C1COCC2)C=NN3)=O